tert-butyl (1R,4S)-3-oxo-2-azabicyclo[2.2.1]heptane-2-carboxylate O=C1N([C@@H]2CC[C@H]1C2)C(=O)OC(C)(C)C